BrC=1C=2C=C3N(C2C(=C(C1)Cl)Cl)CCN(C3=O)CCOC3OCCCC3 9-Bromo-6,7-dichloro-2-(2-tetrahydropyran-2-yloxyethyl)-3,4-dihydropyrazino[1,2-a]indol-1-one